Bicyclo[3.1.1]hept-2-en-4-ol C12C=CC(C(C1)C2)O